ClC1=NC=C(C(=N1)C=1C=C(C=CC1)N1CCC(CC1)O)F 1-(3-(2-chloro-5-fluoropyrimidin-4-yl)phenyl)piperidin-4-ol